C(C1=CC=CC=C1)OC(=O)N1CCC(CC1)OS(=O)(=O)CC1=CC=CC=C1 4-(toluenesulfonyloxy)piperidine-1-carboxylic acid benzyl ester